FC(S(=O)(=O)OC1=CC=NC2=C(C(=NC=C12)C1=CC=CC2=CC=C(C(=C12)C#C[Si](C(C)C)(C(C)C)C(C)C)F)F)(F)F 8-fluoro-7-(7-fluoro-8-((triisopropylsilyl)ethynyl)naphthalen-1-yl)-1,6-naphthyridin-4-yl trifluoromethanesulfonate